ClC=1N(C(=C(C1C=O)C=O)Cl)C1=CC=CC=C1 2,5-DICHLORO-1-PHENYL-1H-PYRROLE-3,4-DICARBALDEHYDE